CCCCCCCCCCCCCCCCC(=O)N[C@@H](CO[C@H]1[C@@H]([C@H]([C@@H]([C@H](O1)CO)O)O)O)[C@@H]([C@@H](CCCCCCCCCCC(C)C)O)O The molecule is an N-acyl-1-O-beta-D-glucosyl-4-hydroxy-15-methylhexadecasphinganine in which the acyl group has 17 carbons and 0 double bonds. It derives from a 15-methylhexadecaphytosphingosine.